7-((S)-1-((2S,4r)-2-(amino-methyl)-6-oxo-5-oxa-7-azaspiro[3.4]octan-7-yl)ethyl)-3-(6-hydroxy-5-methoxy-pyridin-3-yl)-1H-indole-2-carboxylic acid NCC1CC2(C1)OC(N(C2)[C@@H](C)C=2C=CC=C1C(=C(NC21)C(=O)O)C=2C=NC(=C(C2)OC)O)=O